[4-(6-Amino-4-methyl-pyridazin-3-yl)-piperidin-1-yl]-[4-methoxy-5-(4-trifluoromethyl-phenyl)-pyridin-2-yl]-methanone NC1=CC(=C(N=N1)C1CCN(CC1)C(=O)C1=NC=C(C(=C1)OC)C1=CC=C(C=C1)C(F)(F)F)C